3-Glycidoxypropyldimethylhydroxysilan C(C1CO1)OCCC[Si](O)(C)C